[N+](=[N-])=C(C(=O)NC)C1=CC=C(C=C1)C α-Diazo-4-methylphenyl-N-Methylacetamide